1-(tert-butoxycarbonyl)azetidine-3-acetic acid C(C)(C)(C)OC(=O)N1CC(C1)CC(=O)O